ClC=1C=C(C=CC1F)C=1C=C2C(=NC1)NC(N2CC(=O)NCCOC)=O 2-[6-(3-chloro-4-fluoro-phenyl)-2-oxo-3H-imidazo[4,5-b]Pyridin-1-yl]-N-(2-methoxyethyl)Acetamide